C(CCCCCCCCCCCCC(=O)O)(=O)O.C(CCCC)(N)N pentanediamine tetradecanedioate